P(=O)(O)(O)[O-].P(=O)(O)(O)[O-].[Ca+2] calcium di(dihydrogen orthophosphate)